ClC1=CNC=2N=C(N=C(C21)NCC)NC2=C(C=C(C=C2)P2(CCN(CC2)C2CC2)=O)OC 4-(4-((5-chloro-4-(ethylamino)-7H-pyrrolo[2,3-d]pyrimidin-2-yl)amino)-3-methoxyphenyl)-1-cyclopropyl-1,4-azaphosphinane 4-oxide